5-((4-Methyl-5-(4-(4-methylbenzyl)piperazine-1-carbonyl)-1H-1,2,3-triazol-1-yl)methyl)-N-(4-(trifluoromethyl)phenyl)pyridine CC=1N=NN(C1C(=O)N1CCN(CC1)CC1=CC=C(C=C1)C)CC=1C=CCN(C1)C1=CC=C(C=C1)C(F)(F)F